NC1=CC(=C(C(=O)NC2=CC=C(C=C2)C(\C=C\C2=CC=C(C=C2)N(C)CCO)=O)C=C1)Cl 4-Amino-2-chloro-N-[4-[(E)-3-[4-[2-hydroxyethyl(methyl)amino]phenyl]prop-2-enoyl]phenyl]benzamide